triazatridecane-9-carbonitrile hydrochloride Cl.NNNCCCCCC(CCCC)C#N